6-{2,8-dimethylimidazo[1,2-b]pyridazin-6-yl}-2-[(3S)-piperidin-3-yl]isoquinolin-1-one CC=1N=C2N(N=C(C=C2C)C=2C=C3C=CN(C(C3=CC2)=O)[C@@H]2CNCCC2)C1